2-(cyclohexyl(methyl)amino)-4-((4-(2-(piperazin-1-yl)ethoxy)phenyl)amino)pyrimido[4,5-d]pyridazin-5(6H)-one C1(CCCCC1)N(C=1N=C(C2=C(C=NNC2=O)N1)NC1=CC=C(C=C1)OCCN1CCNCC1)C